FC=1C=C2C(N(CN(C2=CC1OC(F)(F)F)C1=C(C=C(C=C1)F)C)C=1C(=NC(=CC1)OC)C)=O 6-fluoro-1-(4-fluoro-2-methylphenyl)-3-(6-methoxy-2-methylpyridin-3-yl)-7-(trifluorometh-oxy)-2,3-dihydroquinazolin-4(1H)-one